N1=CC(=CC=C1)[Si](C=C)(C=C)C=1C=NC=CC1 di(3-pyridyl)divinylsilane